NCC1=NC(=NC(=N1)N1CCOCC1)NC1=CC=C(C=C1)Cl 4-(aminomethyl)-N-(4-chlorophenyl)-6-morpholino-1,3,5-triazin-2-amine